[Br-].C(C)(C)(C)C1=CC=C(C[N+]2=CC=C(C=C2)CCCNC(=O)C2=CC=3C(C4=CC=CC(=C4C(C3C(=C2)O)=O)O)=O)C=C1 (1-(4-(tert-butyl)benzyl)-4-(3-(4,5-dihydroxy-9,10-dioxo-9,10-dihydroanthracene-2-carboxamido)propyl)pyridin-1-ium) bromide salt